6-vinyl-1,3,5-triazine C(=C)C1=NC=NC=N1